N-(5-ethoxy-6-methylpyridin-2-yl)-1H-indol-6-amine C(C)OC=1C=CC(=NC1C)NC1=CC=C2C=CNC2=C1